1,2-bis(6-methylpyridin-2-yl)ethane CC1=CC=CC(=N1)CCC1=NC(=CC=C1)C